F[C@@H]1[C@@H]2CCC(C[C@H]1OC=1N=CC(=NC1)C1=C(C=C(C=C1)C=1C=NNC1)O)N2 2-(5-{[(1S,2R,3R)-2-fluoro-8-azabicyclo[3.2.1]octan-3-yl]oxy}pyrazin-2-yl)-5-(1H-pyrazol-4-yl)phenol